O=S1(CC2(C1)CCC2)=O 2,2-dioxido-2-thiaspiro[3.3]heptan